(4-{[4-(1H-pyrrolo[2,3-b]pyridin-4-yl)-1H-pyrazol-1-yl]methyl}-cyclohexyl)methanol N1C=CC=2C1=NC=CC2C=2C=NN(C2)CC2CCC(CC2)CO